C(C)(C)(C)OC(=O)N1CC=2N=C(C=3CCCCC3C2C1)C 5-Methyl-1,3,6,7,8,9-hexahydro-pyrrolo[3,4-c]isoquinoline-2-carboxylic acid tert-butyl ester